benzyl 4-[(4-hydroxycyclohexyl) methyl]-3,3-dimethyl-piperazine-1-carboxylate OC1CCC(CC1)CN1C(CN(CC1)C(=O)OCC1=CC=CC=C1)(C)C